NC(C(=O)O)CC1=CNC2=CC=CC=C12 2-amino-3-(1H-indol-3-yl)-propionic acid